N1(CCC1)C=1C2=C(N=C(N1)SC)C(=C(OC2=O)Cl)C 4-(azetidin-1-yl)-7-chloro-8-methyl-2-(methylsulfanyl)pyrano[4,3-d]pyrimidin-5-one